Cl.COC(=O)C1NCCC1 pyrrolidine-2-carboxylic acid methyl ester Hydrochloride salt